1-(1-benzylpyrrolidine-3-yl)-3-(4-fluorophenyl)thiourea C(C1=CC=CC=C1)N1CC(CC1)NC(=S)NC1=CC=C(C=C1)F